ClC=1C=C2C=NC(=NC2=CC1)NC=1C=NN(C1C)C1CC1 6-chloro-2-[(1-cyclopropyl-5-methyl-1H-pyrazol-4-yl)amino]quinazolin